FC(C(C(C(F)(F)F)(F)F)(F)F)(CC[Na])F 2-(perfluorobutyl)-ethyl-sodium